N1(CCCC2=CC=CC=C12)CCCC(=O)O 3,4-dihydroquinolin-1(2H)-butyric acid